4-(Cyclopropylmethoxy)-2-fluorobenzaldehyde C1(CC1)COC1=CC(=C(C=O)C=C1)F